C(C)(C)(C)OC(=O)N(C1C[C@H](CC1)N1C=NC2=C1C(=CC=C2)C2=CC=CC(=N2)N[C@H]2C[C@H](N(C2)C(=O)OCC2=CC=CC=C2)C(=O)OC)C O1-benzyl O2-methyl (2S,4S)-4-[[6-[3-[(1S)-3-[tert-butoxycarbonyl(methyl)amino]cyclopentyl] benzimidazol-4-yl]-2-pyridyl]amino]pyrrolidine-1,2-dicarboxylate